ClC1=C2C(=NC=C1)NC(=C2C=2C=CC(=C(C2)NC(C=C)=O)C)C2=CC=C(C=C2)OCCN2CCCC2 N-(5-(4-chloro-2-(4-(2-(pyrrolidin-1-yl)ethoxy)phenyl)-1H-pyrrolo[2,3-b]pyridin-3-yl)-2-methylphenyl)acrylamide